N-cyclopropyl-3-(difluoromethyl)-N-(2-ethyl-5-fluorobenzyl)-5-fluoro-1-methyl-1H-pyrazole-4-amide C1(CC1)N(C(=O)C=1C(=NN(C1F)C)C(F)F)CC1=C(C=CC(=C1)F)CC